amylanisole C(CCCC)C1=C(C=CC=C1)OC